(R)-methyl 3-((2-(2-chloro-5H-pyrrolo[2,3-b]pyrazin-7-yl)-5-fluoro-6-(furan-2-yl)pyrimidin-4-yl)amino)-4,4-dimethylpentanoate ClC=1N=C2C(=NC1)NC=C2C2=NC(=C(C(=N2)N[C@H](CC(=O)OC)C(C)(C)C)F)C=2OC=CC2